rac-(1SR,6RS,7SR)-2-azabicyclo[4.2.0]Octane-7-carboxylic acid tert-butyl ester C(C)(C)(C)OC(=O)[C@@H]1[C@H]2CCCN[C@H]2C1 |r|